FC=1C=CC(=C(C1)CC(=O)OC(C)(C)C)NC(C1=CC(=C(C=C1)N1CCN(CC1)C)NC(=O)C1=NN(C2=CC=CC=C12)CC(F)(F)F)=O tert-butyl 2-(5-fluoro-2-(4-(4-methylpiperazin-1-yl)-3-(1-(2,2,2-trifluoroethyl)-1H-indazole-3-carboxamido)benzamido) phenyl)acetate